C(C)OC(C=CC1=CC=CC=C1)=O cinnamic acid ethylester